C(C)(C)(C)OC(=O)NCCC[C@@H](C(=O)OC)NC(=O)C=1SC(=CC1)N(C)CC=1N=C2C(=NC(=NC2=NC1)N)N Methyl (S)-5-((tert-butoxycarbonyl)amino)-2-(5-(((2,4-diaminopteridin-6-yl)methyl)(methyl) amino)thiophene-2-carboxamido)pentanoate